P1(=O)(OC2=C(C=C(C=C2C(C)(C)C)CCC)CCC2=C(C(=CC(=C2)CCC)C(C)(C)C)O1)[O-].[Na+] sodium 2,2'-ethylene-bis(4-1-propyl-6-tert-butylphenyl) phosphate